4-chloro-N-(4-chlorophenyl)-3-(1,1-difluoro-2-(4-hydroxypiperidin-1-yl)-2-oxoethyl)-N-methylbenzamide ClC1=C(C=C(C(=O)N(C)C2=CC=C(C=C2)Cl)C=C1)C(C(=O)N1CCC(CC1)O)(F)F